ClC1=C(C#N)C=CC(=C1)N1CC2(CC1)CCN(CC2)C(C2=CC(=CC=C2)N2CCN(CC2)CC2CCN(CC2)C=2C=C1C(N(C(C1=CC2)=O)C2C(NC(CC2)=O)=O)=O)=O 2-chloro-4-(8-(3-(4-((1-(2-(2,6-dioxopiperidin-3-yl)-1,3-dioxoisoindolin-5-yl)piperidin-4-yl)methyl)piperazin-1-yl)benzoyl)-2,8-diazaspiro[4.5]decan-2-yl)benzonitrile